IC=1C=C(C=CC1)C1OC1 2-(3-iodophenyl)oxirane